N-(2-chloroethyl)-N-ethyl-3-methylanilin ClCCN(C1=CC(=CC=C1)C)CC